Cl.FC(C1=CC=C(C=C1)C=1C2=C(N=C(N1)CN)N=CC=C2)(F)F (4-(4-(trifluoromethyl)phenyl)pyrido[2,3-d]pyrimidin-2-yl)methanamine hydrochloride